(5S)-2-{[6-(Difluoromethyl)pyridin-3-yl]methyl}-3-oxo-2,3,5,6,7,8-hexahydro[1,2,4]triazolo[4,3-a]pyridine-5-carboxylic acid FC(C1=CC=C(C=N1)CN1N=C2N([C@@H](CCC2)C(=O)O)C1=O)F